CN1C=2C(CCC1=O)=CN(N2)C2=CN=CC=1[C@@H](CCCC21)NC(CC)=O (R)-N-(4-(7-methyl-6-oxo-4,5,6,7-tetrahydro-2H-pyrazolo[3,4-b]pyridin-2-yl)-5,6,7,8-tetrahydroisoquinolin-8-yl)propanamide